2-(5-bromopyrimidin-2-yl)-N-(3,5-dichloro-4-(2,6-dioxopiperidin-3-yl)benzyl)-2-methylpropanamide BrC=1C=NC(=NC1)C(C(=O)NCC1=CC(=C(C(=C1)Cl)C1C(NC(CC1)=O)=O)Cl)(C)C